BrC1=CC=CC=2C=3N(C(=NC12)N[C@@H](C(=O)N1CCN(CC1)C)C)N=C(N3)C3=CC=C(C=C3)OC (2R)-2-{[7-bromo-2-(4-methoxyphenyl)[1,2,4]triazolo[1,5-c]quinazolin-5-yl]amino}-1-(4-methylpiperazin-1-yl)propan-1-one